C1(=CC=CC=C1)C1=CC=CC=C1 [1,1']-biphenyl